3-{4-amino-5-bromo-7-methyl-7H-pyrrolo[2,3-d]pyrimidin-6-yl}pyrrolidine-1-carboxylic acid tert-butyl ester C(C)(C)(C)OC(=O)N1CC(CC1)C1=C(C2=C(N=CN=C2N)N1C)Br